C(C)(C)(C)OC=1C=C(C(=NC1)C1=CC(=CN1C)C(=O)NC1=CC(=CC(=C1)NS(=O)(=O)C)Cl)F 5-(5-(tert-butoxy)-3-fluoropyridin-2-yl)-N-(3-chloro-5-(methylsulfonamido)phenyl)-1-methyl-1H-pyrrole-3-carboxamide